BrC1=C(C=CC(=N1)C(=O)NC1CCC(CC1)OC)NCC1=C(C=C(C=C1)OC)OC 6-bromo-5-((2,4-dimethoxybenzyl)amino)-N-((1r,4r)-4-methoxycyclohexyl)pyridinecarboxamide